ClC1=CC=C(C=C1)NC=1C(C(C1NCC1=NC=CC=C1)=O)=O 3-((4-chlorophenyl)amino)-4-((pyridin-2-ylmethyl)amino)cyclobut-3-ene-1,2-dione